methyl (cis)-4-((((2S,4S)-4-(6-carbamoyl-2,3-difluorophenyl)-5-chloro-2-phenyl-2,3-di-hydro benzofuran-2-yl)methyl)amino)cyclohexane-1-carboxylate C(N)(=O)C1=CC=C(C(=C1C1=C(C=CC2=C1C[C@](O2)(C2=CC=CC=C2)CN[C@H]2CC[C@H](CC2)C(=O)OC)Cl)F)F